C(C)(C)(C)OC(=O)N(C1=C2N=CN(C2=NC(=N1)Cl)[C@H]1[C@H]([C@@H]([C@H](O1)COC(C(=O)OCC1=CC=CC=C1)C(=O)OCC1=CC=CC=C1)OC(=O)OC(C)(C)C)F)C(=O)OC(C)(C)C Dibenzyl 2-(((2R,3R,4S,5R)-5-(6-(N-(tert-butoxycarbonyl)(tert-butoxycarbonyl)amino)-2-chloro-9H-purin-9-yl)-3-((tert-butoxycarbonyl)oxy)-4-fluorotetrahydrofuran-2-yl)methoxy)malonate